CC=1N(C=CN1)C1=CC=C(C=C1)C(C1=CC=C2C=CC(=NC2=C1O)C)NC1=NC=CC=C1 7-((4-(2-Methyl-1H-imidazol-1-yl)phenyl)(pyridin-2-ylamino)methyl)-2-methylquinolin-8-ol